NCCC[Si](O)(O)O 3-aminopropyl-silanetriol